FC1=C(C=CC(=C1F)C(NC(C)(CC(C)(C)C)C)=O)C=1C(=CC(=C(C1)NC(=O)C1=CNC(C=C1C(F)(F)F)=O)N1C[C@H](N([C@H](C1)C)C)C)F |r| N-[5-[2,3-difluoro-4-(2,4,4-trimethylpentan-2-ylcarbamoyl)phenyl]-4-fluoro-2-[rac-(3R,5S)-3,4,5-trimethylpiperazin-1-yl]phenyl]-6-oxo-4-(trifluoromethyl)-1H-pyridine-3-carboxamide